6-[(2S)-2-aminopropyl]-7-methyl-N-[(1H-pyrrol-1-yl)methyl]thieno[3,2-c]pyridazin-4-amine N[C@H](CC1=C(C=2N=NC=C(C2S1)NCN1C=CC=C1)C)C